C(C)(C)NC(C)C.OC(CCCC)C1=C(C(=O)O)C=CC=C1 2-(1-hydroxypentyl)benzoic acid diisopropylamine salt